(R)-methyl 6-((3,5-difluoro-4-methoxyphenyl)sulfonyl)-1-(4-fluorophenyl)-4,4a,5,6,7,8-hexahydro-1H-pyrazolo[3,4-g]isoquinoline-4a-carboxylate FC=1C=C(C=C(C1OC)F)S(=O)(=O)N1C[C@]2(CC3=C(C=C2CC1)N(N=C3)C3=CC=C(C=C3)F)C(=O)OC